OC1=CC=C(C=C1)N1C(N2C(CN(C(C2)C)C(=O)OC(C)(C)C)=C1C(NCC1=C(C=CC=C1)C1=NC=NC=C1)=O)=O tert-butyl 2-(4-hydroxyphenyl)-6-methyl-3-oxo-1-({[2-(pyrimidin-4-yl)phenyl]methyl} carbamoyl)-5H,6H,8H-imidazo[1,5-a]pyrazine-7-carboxylate